CC=1N=C(SC1C)CC(C(C)C)O (4,5-dimethylthiazol-2-yl)-3-methylbutan-2-ol